1,3,5-tris[cis-4-iso-propylcyclohexylcarbonylamino]benzene C(C)(C)[C@H]1CC[C@H](CC1)C(=O)NC1=CC(=CC(=C1)NC(=O)[C@@H]1CC[C@@H](CC1)C(C)C)NC(=O)[C@@H]1CC[C@@H](CC1)C(C)C